(S)-N-(3-chloro-2-fluorobenzyl)-2-((1-hydroxypropan-2-yl)amino)acetamide ClC=1C(=C(CNC(CN[C@H](CO)C)=O)C=CC1)F